C(#N)C=1C=C(C=CC1)C=1N=C(SC1C=1C=C2C=NNC2=C(C1)C)NC(=O)N1CC2(COC2)C1 N-[4-(3-cyanophenyl)-5-(7-methyl-1H-indazol-5-yl)thiazol-2-yl]-2-oxa-6-azaspiro[3.3]heptane-6-carboxamide